COC=1C=C(C=C(C1OC)OC)C1=NNC(=C1)C(=O)OCC ethyl 3-(3,4,5-trimethoxyphenyl)-1H-pyrazole-5-carboxylate